BrC=1C=CC2=C(N=C(O2)C(=O)NC2=CC(=C(C=C2)F)[C@]2(NC(N(S(C2)(=O)=O)C)=N)C)C1 (R)-5-bromo-N-(4-fluoro-3-(3-imino-2,5-dimethyl-1,1-dioxo-1,2,4-thiadiazin-5-yl)phenyl)benzo[d]oxazole-2-carboxamide